1-((1-(4-(5-(difluoromethyl)-1,3,4-oxadiazol-2-yl)-2,6-difluorobenzyl)-1H-1,2,3-triazol-4-yl)methyl)-1-ethyl-3-(2-methoxypyridin-3-yl)urea FC(C1=NN=C(O1)C1=CC(=C(CN2N=NC(=C2)CN(C(=O)NC=2C(=NC=CC2)OC)CC)C(=C1)F)F)F